N-(p-vinylphenyl)sulfonyloxyphthalimide C(=C)C1=CC=C(C=C1)S(=O)(=O)ON1C(C=2C(C1=O)=CC=CC2)=O